C(C1=CC=CC=C1)(C1=CC=CC=C1)N1C[C@H](N(CC1)C(=O)C=1C=C2CN(C(C2=CC1)=O)C1C(NC(CC1)=O)=O)C 3-(5-((R)-4-benzhydryl-2-methylpiperazine-1-carbonyl)-1-oxoisoindolin-2-yl)piperidine-2,6-dione